F[C@H]1CN(CC[C@H]1NC1=CC=CC2=C(N(N=C12)C#CCNC1=C(C=C(C(=O)NC)C=C1)OC)C=C)C 4-((3-(7-(((3S,4R)-3-fluoro-1-methylpiperidin-4-yl)amino)-3-vinyl-2H-indazol-2-yl)prop-2-yn-1-yl)amino)-3-methoxy-N-methylbenzamide